EPIDITHIODIOXOPIPERAZINE O=C1NC(C2N(C1)SS2)=O